((2S,5R)-5-ethyl-4-((4-fluorophenyl)(5-(trifluoromethyl)pyridin-2-yl)methyl)-2-methylpiperazin-1-yl)-4-methyl-2-(tetrahydro-2H-pyran-2-yl)-2,4-dihydro-5H-pyrazolo[4,3-b]pyridin-5-one C(C)[C@H]1N(C[C@@H](N(C1)C=1N(N=C2C1N(C(C=C2)=O)C)C2OCCCC2)C)C(C2=NC=C(C=C2)C(F)(F)F)C2=CC=C(C=C2)F